(2R,3R,4R,5S)-2-(((tert-butyldiphenylsilyl)oxy)methyl)-5-((4-(trifluoromethyl)pyrimidin-2-yl)amino)tetrahydro-2H-pyran-3,4-diol [Si](C1=CC=CC=C1)(C1=CC=CC=C1)(C(C)(C)C)OC[C@H]1OC[C@@H]([C@H]([C@H]1O)O)NC1=NC=CC(=N1)C(F)(F)F